ClC=1C(=NC=CC1)O[C@@H]1CN(CC1)C1=C(C=C(C=C1)C(O)C=1C=C(C=CC1)C)COC1OCCCC1 (4-((S)-3-(3-chloropyridin-2-yloxy)pyrrolidin-1-yl)-3-((tetrahydro-2H-pyran-2-yloxy)methyl)phenyl)(m-tolyl)methanol